BrC1=CC=C(C=C1)N1N=C(C(=C1C#N)I)C1CCCC1 1-(4-bromophenyl)-3-cyclopentyl-4-iodo-1H-pyrazole-5-carbonitrile